FC=1C(=C(C(=O)NOC)C=C(C1F)CC1=C(C(=NC=C1)NS(NCCOC)(=O)=O)F)NC1=C(C=C(C=C1)I)F 3,4-Difluoro-2-(2-fluoro-4-iodoanilino)-5-[[3-Fluoro-2-(2-methoxyethylsulfamoylamino)pyridin-4-yl]methyl]-N-methoxyBenzamide